tetrahydro-1H-furo[3,4-b]pyrrole N1C=2C(CC1)COC2